5-bromo-thiophene-2-carboxylic acid methyl ester COC(=O)C=1SC(=CC1)Br